(5-hydroxy-4-methyl-[3,4'-bipyridine]-6-carbonyl)glycine OC=1C(=C(C=NC1C(=O)NCC(=O)O)C1=CC=NC=C1)C